C1(CC1)C(=O)NC1=CC(=C(N=N1)C(=O)NC([2H])([2H])[2H])NC1=C(C(=C(C=C1)C)C1=NN(N=C1)C)OC 6-cyclopropaneamido-4-{[2-methoxy-4-methyl-3-(2-methyl-2H-1,2,3-triazol-4-yl)phenyl]amino}-N-(2H3)methylpyridazine-3-carboxamide